NCCN1CCN(CC1)C(=O)C1=C(C=C(C=C1)NC(=O)C=1N(C(=CN1)C1=C(C(=C(C=C1)OCC#N)F)F)C)Cl N-[4-[4-(2-aminoethyl)piperazine-1-carbonyl]-3-chloro-phenyl]-5-[4-(cyanomethoxy)-2,3-difluoro-phenyl]-1-methyl-imidazole-2-carboxamide